3-bromo-4-(bromomethyl)benzoic acid methyl ester COC(C1=CC(=C(C=C1)CBr)Br)=O